(2S)-2-({[(9H-fluoren-9-yl)methoxy]carbonyl}amino)-5-(methylamino)pentanoic acid C1=CC=CC=2C3=CC=CC=C3C(C12)COC(=O)N[C@H](C(=O)O)CCCNC